(3xi,16xi,21xi)-12-Ursene-3,16,21-triol CC1C(C2C3=CCC4C5(CCC(C(C5CCC4(C3(CC(C2(CC1O)C)O)C)C)(C)C)O)C)C